C1=C(C=CC2=CC=CC=C12)/C(=C/CN1CCN(CC1)C(=O)NC1=CC=CC=C1)/C (E)-4-(3-(naphthalen-2-yl)but-2-en-1-yl)-N-phenylpiperazine-1-carboxamide